C(CCCCCCCCCCC)(=O)N(CCC(=O)O)C.[Na] sodium lauroyl-methyl-β-alanine